6-(3,6-dichloro-2-pyridinyl)-7-methyl-3-(trifluoromethyl)imidazo[4,5-C]pyridazine ClC=1C(=NC(=CC1)Cl)C1=NC2=C(N=NC(=C2)C(F)(F)F)N1C